N-((4-(hydroxymethyl)-1-(4-(pentafluoro-lambda6-sulfanyl)phenyl)-1H-indazol-3-yl)methyl)acrylamide bismuth (III) bismuth (III) [Bi+3].[Bi+3].OCC1=C2C(=NN(C2=CC=C1)C1=CC=C(C=C1)S(F)(F)(F)(F)F)CNC(C=C)=O